(S,E)-2-cyclopropyl-4-(cyclopropylmethoxy)-N-(4-(methylsulfonyl)but-3-en-2-yl)pyrimidine-5-carboxamide C1(CC1)C1=NC=C(C(=N1)OCC1CC1)C(=O)N[C@@H](C)\C=C\S(=O)(=O)C